C(C)(C)(C)OC(=O)N[C@@H](C=O)C (R)-2-(tert-butoxycarbonylamino)propanal